1,4-phenylenebis(1,3-dioxo-1,3-dihydroisobenzofuran) C1(=CC=C(C=C1)C1=C2C(OC(C2=CC=C1)=O)=O)C1=C2C(OC(C2=CC=C1)=O)=O